BrC1=C(NN=C1)C1=NC=NC=C1 4-(4-bromo-2H-pyrazol-3-yl)pyrimidine